2-cyclopropyl-5-[(6R)-6-(1-cyclopropylpyrazol-4-yl)-3,6-dihydro-2H-pyran-4-yl]-7-[2-fluoro-4-(trifluoromethyl)phenyl]thiazolo[4,5-d]pyrimidine C1(CC1)C=1SC2=C(N=C(N=C2C2=C(C=C(C=C2)C(F)(F)F)F)C=2CCO[C@H](C2)C=2C=NN(C2)C2CC2)N1